COC=1N=C2C(=CC=NC2=CC1OC)OC1=C(C=C(C=C1)NC(=O)C1=CN(C(=C(C1=O)C1=CC=C(C=C1)F)CF)C)F N-[4-[(6,7-Dimethoxy-1,5-naphthyridin-4-yl)oxy]-3-fluorophenyl]-6-(fluoromethyl)-5-(4-fluorophenyl)-1-methyl-4-oxopyridine-3-carboxamide